sodium 3,5-dimethyl-4-tetradecyloxybenzenesulfonate CC=1C=C(C=C(C1OCCCCCCCCCCCCCC)C)S(=O)(=O)[O-].[Na+]